5-chloro-4-(3,5-dimethylpiperazin-1-yl)-2-(4-pyridinyl)-1H-pyrimidin-6-one ClC1=C(N=C(NC1=O)C1=CC=NC=C1)N1CC(NC(C1)C)C